5-[4-(6-chloro-5-fluoro-indolin-1-yl)quinazolin-6-yl]pyridin-3-ol ClC1=C(C=C2CCN(C2=C1)C1=NC=NC2=CC=C(C=C12)C=1C=C(C=NC1)O)F